CN1N=CC=C1C(=O)NC1CCC2=CC(=CC=C12)C1=NOC(=N1)C 1-methyl-N-[5-(5-methyl-1,2,4-oxadiazol-3-yl)-2,3-dihydro-1H-inden-1-yl]-1H-pyrazole-5-carboxamide